(2H-benzotriazole-2-yl)-6-dodecyl-4-methylphenol N=1N(N=C2C1C=CC=C2)C2=C(C(=CC(=C2)C)CCCCCCCCCCCC)O